(R)-4-(2-(3-((5-chloro-4-(1H-indol-3-yl)pyrimidin-2-yl)amino)pyrrolidin-1-yl)ethyl)piperazine-1-carboxylic acid tert-butyl ester C(C)(C)(C)OC(=O)N1CCN(CC1)CCN1C[C@@H](CC1)NC1=NC=C(C(=N1)C1=CNC2=CC=CC=C12)Cl